C(C)(C)(C)C1(C(N(CC1)C(=O)OCCN1CCCCC1)=O)C([C@@H](C)N(C)C(=O)OC(C)(C)C)O 2-(piperidin-1-yl)ethanol tert-butyl-3-((2R)-2-((tert-butoxycarbonyl)(methyl)amino)-1-hydroxypropyl)-2-oxopyrrolidine-1-carboxylate